1,4-dihydro-2H-quinazolin N1CNCC2=CC=CC=C12